1-Methoxy-1,3-butadiene COC=CC=C